(R)-6-methoxy-2,10-dimethyl-7-(6-(3-(piperidin-1-yl)propoxy)pyridin-3-yl)-9,10-dihydro-8-oxa-2,4,10a-triazanaphtho[2,1,8-cde]Azulene-1(2H)-one COC=1C=C2N=CC=3N(C(N4[C@@H](COC(=C2C34)C1C=1C=NC(=CC1)OCCCN1CCCCC1)C)=O)C